ClC1=CC=C2C(=N1)COCC2=O 2-chloro-8H-pyrano[3,4-b]pyridin-5-one